C(C)(C)(C)C(C(=O)N)=C t-butyl-acrylamide